N-(5-((4-chlorobenzyl)oxy)-1,3,4-thiadiazol-2-yl)-2-(3-methylmethylmorpholino)nicotinamide ClC1=CC=C(COC2=NN=C(S2)NC(C2=C(N=CC=C2)N2C(C(OCC2)C)C)=O)C=C1